ethyl 4-(4-bromo-1H-indol-1-yl)cyclohexane-1-carboxylate BrC1=C2C=CN(C2=CC=C1)C1CCC(CC1)C(=O)OCC